2-Chloro-5-{[(N,N-dimethyl-β-alanyl)amino]methyl}-N-{1-[4-(trifluoromethyl)phenyl]-1H-indazol-4-yl}benzamide 4-methyl-4-methoxypentyl-acetate CC(CCCCC(=O)O)(C)OC.ClC1=C(C(=O)NC2=C3C=NN(C3=CC=C2)C2=CC=C(C=C2)C(F)(F)F)C=C(C=C1)CNC(CCN(C)C)=O